6-(cyclobutylamino)-N-(2-hydroxy-3-{9-methyl-1H,2H,3H,4H,9H-pyrido[3,4-b]indol-2-yl}propyl)pyrimidine-4-carboxamide C1(CCC1)NC1=CC(=NC=N1)C(=O)NCC(CN1CC=2N(C3=CC=CC=C3C2CC1)C)O